isononyl-sulfonate platinum(II) [Pt+2].C(CCCCCC(C)C)S(=O)(=O)[O-].C(CCCCCC(C)C)S(=O)(=O)[O-]